2,5-dichlorobenzotrifluoride ClC1=C(C=C(C=C1)Cl)C(F)(F)F